Sodium (E)-(2-oxocyclohexylidene)methanolate O=C1\C(\CCCC1)=C\[O-].[Na+]